NC1=NC(N(C2=CC(=CC=C12)Cl)C1CCCCC1)=O 4-amino-7-chloro-1-cyclohexylquinazolin-2(1H)-one